C1(=CC=CC=C1)CC(=O)OCCCC BUTYL PHENYLACETATE